3-(2-fluorophenyl)-1-isopropyl-2,4-dioxo-1,2,3,4-tetrahydropyrimidine-5-carboxamide FC1=C(C=CC=C1)N1C(N(C=C(C1=O)C(=O)N)C(C)C)=O